O=C(C(S)S)OCCOC(CCCCCCC\C=C/CCCCCCCC)=O 2-oxo-2-(2-((Z)-oleoyloxy)ethoxy)ethanedithiol